mononeryl malate C(C(O)CC(=O)[O-])(=O)OC\C=C(\C)/CCC=C(C)C